N-methoxy-N-methyl-4-(2-(methylsulfonyl)ethoxy)-3-(trifluoromethyl)benzamide tert-butyl{3-amino-4-[(2-methylprop-2-en-1-yl)oxy]pyridin-2-yl}{[2-(trimethylsilyl)ethoxy]methyl}carbamate C(C)(C)(C)OC(N(COCC[Si](C)(C)C)C1=NC=CC(=C1N)OCC(=C)C)=O.CON(C(C1=CC(=C(C=C1)OCCS(=O)(=O)C)C(F)(F)F)=O)C